2-Chloro-N-{2-[4-(difluoromethyl)-1,3-thiazol-5-yl]-2-[4-({3,6-dimethyl-[1,2]oxazolo[5,4-b]pyridin-4-yl}oxy)piperidin-1-yl]ethyl}-6-fluorobenzamid ClC1=C(C(=O)NCC(N2CCC(CC2)OC2=C3C(=NC(=C2)C)ON=C3C)C3=C(N=CS3)C(F)F)C(=CC=C1)F